FC(C=1OC(=NN1)C1=CC=C(C=C1)CN1N=CC(=C1)I)F 2-(difluoromethyl)-5-(4-((4-iodo-1H-pyrazol-1-yl)methyl)phenyl)-1,3,4-oxadiazole